CC1(C(NC(NC1=O)=O)=O)C 5,5-dimethylbarbituric acid